N-{4-[(3-cyano-3-methylazetidinyl)methyl]phenyl}{[(4-methoxyphenyl)methyl]amino}carboxamide C(#N)C1(CN(C1)CC1=CC=C(C=C1)NC(=O)NCC1=CC=C(C=C1)OC)C